dicyclopentadienylpropionat C1(C=CC=C1)C(C(=O)[O-])(C)C1C=CC=C1